pyridinium (2SR,5RS)-N'-acetyl-N'-methyl-7-oxo-6-(sulfooxy)-1,6-diazabicyclo[3.2.1]octane-2-carbohydrazide C(C)(=O)N(NC(=O)[C@H]1N2C(N([C@H](CC1)C2)OS(=O)(=O)O)=O)C.[NH+]2=CC=CC=C2 |r|